C1(CC1)C(O)C=1OC(=NN1)C1=C(C=CC=C1)NC1=CC=C(C=C1)C(F)(F)F cyclopropyl(5-(2-((4-(trifluoromethyl)phenyl)amino)phenyl)-1,3,4-oxadiazol-2-yl)methanol